BrC=1C=C(C=C(C1)F)NC1C(OC(OC1=O)(C)C)=O 5-((3-bromo-5-fluorophenyl)amino)-2,2-dimethyl-1,3-dioxane-4,6-dione